C(C)O\C=C(/C(=O)OCC)\C(CC1=CC=CC=C1)=O ethyl (Z)-2-(ethoxymethylene)-3-oxo-4-phenylbutyrate